6-(3-ethyl-2-oxo-imidazolidin-1-yl)-4-[2-methoxy-3-(1-methyl-1,2,4-triazol-3-yl)anilino]-N-(trideuteriomethyl)pyridazine-3-carboxamide C(C)N1C(N(CC1)C1=CC(=C(N=N1)C(=O)NC([2H])([2H])[2H])NC1=C(C(=CC=C1)C1=NN(C=N1)C)OC)=O